BrC1=CC=C2C(CNC(C2=C1)=O)(C)C 7-bromo-4,4-dimethyl-3,4-dihydroisoquinolin-1(2H)-one